C1(=CC=C(C=C1)N(C1=CC=C(C=C1)B(O)O)C1=CC=CC=C1)C1=CC=CC=C1 (4-([1,1'-biphenyl]-4-yl(phenyl)amino)phenyl)boronic acid